N[C@H](C)C=1C=C(C=C2C(N(C(=NC12)C1COCC1)C)=O)C 8-((R)-1-aminoethyl)-3,6-dimethyl-2-(tetrahydrofuran-3-yl)quinazolin-4(3H)-one